BrC1=C(C=C(C=C1)N1C(O[C@@H](C1)CO)=O)F (S)-3-(4-bromo-3-fluorophenyl)-5-hydroxymethyl-oxazolidine-2-one